CN1C(C(CCC1=O)N1C(C2=CC=C(C=C2C1=O)N1CCNCC1)=O)=O 2-(1-methyl-2,6-dioxopiperidin-3-yl)-5-(piperazin-1-yl)-2,3-dihydro-1H-isoindole-1,3-dione